(E)-N-(5-(2,6-difluoro-3,5-dimethoxystyryl)pyrimidin-2-yl)-7-(dimethoxymethyl)-3,4-dihydro-1,8-naphthyridin-1(2H)-carboxamide FC1=C(/C=C/C=2C=NC(=NC2)NC(=O)N2CCCC3=CC=C(N=C23)C(OC)OC)C(=C(C=C1OC)OC)F